FC=1C=C(C(=NC1)C(F)(F)F)B1OC(C(O1)(C)C)(C)C 5-fluoro-3-(4,4,5,5-tetramethyl-1,3,2-dioxaborolan-2-yl)-2-(trifluoromethyl)pyridine